3H-spiro[imidazo[1,2-a]pyridine-2,4'-isochroman] C1OCC2(C3=CC=CC=C13)N=C1N(C=CC=C1)C2